HYDROXYISOXAZOLINE C1CONC1=O